N1C(=CC2=CC=CC=C12)C(=O)N1[C@@H]([C@@H]2[C@H](C1)CCC2)C(=O)N[C@H](C(=O)OC)C[C@H]2C(NCCC2)=O methyl (2S)-2-{[(1S,3aR,6aS)-2-(1H-indole-2-carbonyl)-hexahydro-1H-cyclopenta[c]pyrrol-1-yl]formamido}-3-[(3S)-2-oxopiperidin-3-yl]propanoate